4-[(1S,3S)-2,2-dimethyl-3-(1-phenyl-1H-1,2,3-triazol-4-yl)cyclopropyl]benzenesulfonamide CC1([C@H]([C@@H]1C=1N=NN(C1)C1=CC=CC=C1)C1=CC=C(C=C1)S(=O)(=O)N)C